BrC1=CC(=C(C(=C1)OC)O)OC 4-bromo-2,6-dimethoxyphenol